6-methylbicyclo[2.2.1]Hept-2-ene CC1CC2C=CC1C2